O1COC(C1)N [1,3]Dioxolan-4-amine